N6-cyclopropyl-5-fluoro-N4-[(4-methoxytetrahydropyran-4-yl)methyl]-N6-[[4-(trifluoromethyl)phenyl]methyl]pyrimidine-4,6-diamine C1(CC1)N(C1=C(C(=NC=N1)NCC1(CCOCC1)OC)F)CC1=CC=C(C=C1)C(F)(F)F